C1(CCC1)[C@@H](C1=CC=2C(=NC(=CC2C2=CC=NN2C)C2=CC=3C(N=C2)=NN(C3)C)S1)OC 5-(2-((S)-cyclobutyl(methoxy)methyl)-4-(1-methyl-1H-pyrazol-5-yl)thieno[2,3-b]pyridin-6-yl)-2-methyl-2H-pyrazolo[3,4-b]pyridine